(R)-2-((1-(cyclopropylmethyl)pyrrolidin-3-yl)oxy)-6-fluoroaniline C1(CC1)CN1C[C@@H](CC1)OC1=C(N)C(=CC=C1)F